C(C=C)(=O)NC=1C=C(C=CC1N1CCOCC1)NC1=NC=2N(C(=N1)C1=CSC3=C1C=CC=C3)N=CC2 2-(3-Acryloylamino-4-morpholinylphenylamino)-4-(benzothien-3-yl)pyrazolo[1,5-a][1,3,5]Triazine